FC=1C(=NC=C(C1)C(F)(F)F)CNC 1-(3-fluoro-5-(trifluoromethyl)pyridin-2-yl)-N-methyl-methylamine